NCCNCCNCCN N,N'-bis(2-aminoethyl)-ethylenediamine